IC1=CC=CC=2C=3C(CN(C3C=CC21)C(N)=N)C 6-Iodo-1-methyl-1,2-dihydro-3H-benzo[e]indole-3-carboximidamide